[Na].FC1=C(C(=O)NC2=NC(=CC=C2)C=2N3C(=NN2)CC[C@H]3C)C=C(C(=C1)C)N1C=NC(=C1)C(C)C (R)-2-fluoro-5-(4-isopropyl-1H-imidazol-1-yl)-4-methyl-N-(6-(5-methyl-6,7-dihydro-5H-pyrrolo[2,1-c][1,2,4]triazol-3-yl)pyridin-2-yl)benzamide sodium